cis-tert-butyl (3-(aminomethyl)cyclobutyl)carbamate NC[C@H]1C[C@H](C1)NC(OC(C)(C)C)=O